C1=CC=CC=2C3=CC=CC=C3C(C12)COC(=O)NC[C@H](C)N(C([C@@H](CC(=O)O)CC1=CC=CC=C1)=O)C (R)-4-(((S)-1-((((9H-fluoren-9-yl)methoxy)carbonyl)amino)propan-2-yl)(methyl)amino)-3-benzyl-4-oxobutanoic acid